COC(C(=O)N(C1CCC1)CC=1C=CC2=C(N=CS2)C1)=O 2-((Benzo[d]thiazol-5-ylmethyl)(cyclobutyl)amino)-2-oxoacetic acid methyl ester